C1(=CC=CC=C1)N1C2=CC=CC=C2C=2C=CC=CC12 9-Phenylcarbazole